pyrazinedioic acid N1=C(C(=NC=C1)C(=O)O)C(=O)O